5-methyl-4-{[4-(thiazol-2-yl)phenyl]methyl}-1H-pyrazole CC1=C(C=NN1)CC1=CC=C(C=C1)C=1SC=CN1